2-hydroxy-3-bromomethyl-5-methyl-benzaldehyde OC1=C(C=O)C=C(C=C1CBr)C